ethyl 8-(3,5-dichlorophenyl)-4-hydroxy-1,7-naphthyridine-3-carboxylate ClC=1C=C(C=C(C1)Cl)C=1N=CC=C2C(=C(C=NC12)C(=O)OCC)O